COC1=CC=C(CN(S(=O)(=O)C2=NN(C(=C2F)CN2CCOCC2)C(COC2=NC=CC(=C2)C2=C(C(=CC(=C2)F)C(C)C)CC(=O)O)(C)C)CC2=CC=C(C=C2)OC)C=C1 2-(2-(2-(2-(3-(N,N-bis(4-methoxybenzyl)sulfamoyl)-4-fluoro-5-(morpholino-methyl)-1H-pyrazol-1-yl)-2-methylpropoxy)pyridin-4-yl)-4-fluoro-6-isopropylphenyl)-acetic acid